tert-butyl 7-(2-{[3-fluoro-4-(methanesulfonylmethyl)phenyl]amino}-5H,6H,7H,8H-pyrido[3,4-d]pyrimidin-7-yl)-8-methyl-1H,2H,3H-pyrido[2,3-b][1,4]oxazine-1-carboxylate FC=1C=C(C=CC1CS(=O)(=O)C)NC=1N=CC2=C(N1)CN(CC2)C2=C(C1=C(OCCN1C(=O)OC(C)(C)C)N=C2)C